C1NCC12COC(OC2)CCN(C2=CC=C(C#N)C=C2)CC=2C=CC1=C(CCO1)C2 4-((2-(6,8-dioxa-2-azaspiro[3.5]nonan-7-yl)ethyl)((2,3-dihydrobenzofuran-5-yl)methyl)amino)benzonitrile